FC=1C=2N(C=C(C1)NC(=O)C1=CC=C(C3=CN(N=C13)C)N1CCN(CC1)C(=O)OC(C)(C)C)C=C(N2)C tert-butyl 4-[7-({8-fluoro-2-methylimidazo[1,2-a]pyridin-6-yl}carbamoyl)-2-methylindazol-4-yl]piperazine-1-carboxylate